N1CC(C1)[C@@H](C)OC=1C(=C2C(=NC1)CCO2)C2=CC(=NN2)NC=2N=CC(=NC2)C#N 5-[(5-(6-[(1R)-1-(azetidin-3-yl)ethoxy]-2,3-dihydrofuro[3,2-b]pyridin-7-yl)-1H-pyrazol-3-yl)amino]pyrazine-2-carbonitrile